ClC=1C=C2C(OCCCC=3C4=CC=CC=C4SC3C=3C(=CC(=C(NS(C(C1OC)=C2)(=O)=O)C3)F)F)=O 18-chloro-24,26-difluoro-19-methoxy-21,21-dioxo-14-oxa-3,21λ6-dithia-22-azapentacyclo[21.3.1.116,20.02,10.04,9]octacosa-1(27),2(10),4,6,8,16,18,20(28),23,25-decaen-15-one